tert-butyl 2-[(5,6-difluoro-1H-indol-3-yl)carbamoyl]-4H,5H,6H,7H,8H-pyrazolo[1,5-a][1,4]diazepine-5-carboxylate FC=1C=C2C(=CNC2=CC1F)NC(=O)C1=NN2C(CN(CCC2)C(=O)OC(C)(C)C)=C1